C(#N)C1=C(C=C(C=C1)C1=CN=C(S1)NC(=O)C1=CC(N(C=C1)C(C)C)=O)OC(C)C N-[5-(4-cyano-3-propan-2-yloxyphenyl)-1,3-thiazol-2-yl]-2-oxo-1-propan-2-ylpyridine-4-carboxamide